ClC1=C(C(=CC(=C1)C1CC1)Cl)N1CC(CN(S1(=O)=O)CC(=O)NC1C2CC3(CC(CC1C3)C2)C(=O)N)C 4-(2-(6-(2,6-dichloro-4-cyclopropylphenyl)-4-methyl-1,1-dioxido-1,2,6-thiadiazinan-2-yl)acetamido)adamantan-1-carboxamide